FC1(CC(=C(C(C(=O)O)=C1)C)[N+](=O)[O-])F 5-fluoro-3-nitro-2-methyl-5-fluoro-benzoic acid